(R)-4-Methyl-1-(pyrrolidin-3-yl)piperidin-4-ol CC1(CCN(CC1)[C@H]1CNCC1)O